3-nitro-1,2,4-triazole [N+](=O)([O-])C1=NNC=N1